N-(2-aminoethyl)-4-[[3-[4-(difluoromethoxy)phenyl]imidazo[1,2-a]pyrazin-8-yl]amino]-2-methylbenzamide NCCNC(C1=C(C=C(C=C1)NC=1C=2N(C=CN1)C(=CN2)C2=CC=C(C=C2)OC(F)F)C)=O